1-(3-chloro-5-fluorophenyl)-5,5-difluoro-3-(trifluoromethyl)-5,6-dihydro-cyclopenta[b]pyrrol-4(1H)-one ClC=1C=C(C=C(C1)F)N1C2=C(C(=C1)C(F)(F)F)C(C(C2)(F)F)=O